(M)-4-(4-acryl-cis-3,5-dimethylpiperazin-1-yl)-6,7-dichloro-1-(2-isopropyl-4-methylpyridin-3-yl)pyrido[2,3-d]Pyrimidin-2(1H)-one C(=O)(C=C)N1[C@@H](CN(C[C@@H]1C)C=1C2=C(N(C(N1)=O)C=1C(=NC=CC1C)C(C)C)N=C(C(=C2)Cl)Cl)C